6-benzyl-3-(cyclopentylmethyl)-2,3,4,6-tetrahydropyrido[3,4-c][1,8]naphthyridine-5(1H)-one C(C1=CC=CC=C1)N1C(C2=C(C=3C=CC=NC13)CCN(C2)CC2CCCC2)=O